(6-bromopyridin-2-yl)(1-(oxetan-3-yl)piperidin-4-yl)methanone BrC1=CC=CC(=N1)C(=O)C1CCN(CC1)C1COC1